2-Amino-6-(4-((4-((5-(trifluoromethyl)pyridin-2-yl)amino)piperidin-1-yl)sulfonyl)phenyl)quinazolin-4(1H)-one NC=1NC2=CC=C(C=C2C(N1)=O)C1=CC=C(C=C1)S(=O)(=O)N1CCC(CC1)NC1=NC=C(C=C1)C(F)(F)F